BrC=1C=C(C(=NC1)N1CC(CC1)(N1CCCCC1)C)[N+](=O)[O-] 5-Bromo-2-(3-methyl-3-(piperidin-1-yl)pyrrolidin-1-yl)-3-nitropyridine